neopentyl (methyl((5'-methyl-6-(((((S)-1-(neopentyloxy)-1-oxopropan-2-yl)amino)(methyl)phosphoryl)oxy)-4-pentyl-2'-(prop-1-en-2-yl)-[1,1'-biphenyl]-2-yl)oxy)phosphoryl)-L-alaninate CP(=O)(OC1=C(C(=CC(=C1)CCCCC)OP(=O)(C)N[C@H](C(=O)OCC(C)(C)C)C)C1=C(C=CC(=C1)C)C(=C)C)N[C@@H](C)C(=O)OCC(C)(C)C